[Na+].C1(=C(C=CC=C1)OP(=O)([O-])[O-])C.[Na+] tolylphosphate sodium salt